N-(2-(1-(3-ethoxy-4-methoxyphenyl)-2-(methylsulfonyl)ethyl)-7-fluoro-1,3-dioxoisoindolin-4-yl)acetamide Dimethyl-4-(bromomethyl)isophthalate COC(C1=CC(C(=O)OC)=C(C=C1)CBr)=O.C(C)OC=1C=C(C=CC1OC)C(CS(=O)(=O)C)N1C(C2=C(C=CC(=C2C1=O)NC(C)=O)F)=O